1-(5-((4-(4-morpholinothieno[3,2-d]pyrimidin-2-yl)piperazin-1-yl)methyl)-1-oxoisoindolin-2-yl)dihydropyrimidine-2,4(1H,3H)-dione O1CCN(CC1)C=1C2=C(N=C(N1)N1CCN(CC1)CC=1C=C3CN(C(C3=CC1)=O)N1C(NC(CC1)=O)=O)C=CS2